N1C(=NC2=C1C=CC=C2)NC(=O)NC2=CC=C(C=C2)I 1-(1H-benzo[d]imidazol-2-yl)-3-(4-iodophenyl)urea